4-bromo-2-fluorobenzene-1-carbaldehyde BrC1=CC(=C(C=C1)C=O)F